C(C)(C)(C)OC(=O)N1CC(C1)C=1C(=C2N=CC=NC2=C(C1)C1=CC=C(C=C1)OC(F)(F)F)[C@H](CO)O (R)-3-(5-(1,2-dihydroxyethyl)-8-(4-(trifluoromethoxy)phenyl)quinoxalin-6-yl)azetidine-1-carboxylic acid tert-butyl ester